O[C@H]1[C@@H](OC([C@@H]([C@H]1O)OC)(C)C)OC=1C=CC(=C(C1)C1=CC(=CC=C1)F)CCNC(C)=O N-(2-(5-(((2R,3R,4S,5R)-3,4-dihydroxy-5-methoxy-6,6-dimethyltetra-hydro-2H-pyran-2-yl)oxy)-3'-fluoro-[1,1'-biphenyl]-2-yl)ethyl)acetamide